octahydro-1H-4,7-methanoisoindole C1NCC2C3CCC(C12)C3